3-(4-fluoro-1-((2-(trimethylsilyl)ethoxy)methyl)-1H-pyrrolo[2,3-b]pyridin-5-yl)cyclopentan-1-ol FC1=C2C(=NC=C1C1CC(CC1)O)N(C=C2)COCC[Si](C)(C)C